C1(=CC=CC2=CC=CC=C12)N(CC1=CC=CC=C1)C naphthalene-1-yl-methylbenzyl-amine